CN1C[C@H]2[C@@H](CC1)CCN2C=2C(N(C(=NN2)C=2C(=C1CCCC1=CC2)O)C)=O 6-[(3aS,7aR)-6-Methyl-3,3a,4,5,7,7a-hexahydro-2H-pyrrolo[2,3-c]pyridin-1-yl]-3-(4-hydroxyindan-5-yl)-4-methyl-1,2,4-triazin-5-one